4-cyclopropyl-1-[2-fluoro-4-(4,4,5,5-tetramethyl-1,3,2-dioxaborolan-2-yl)phenyl]imidazole C1(CC1)C=1N=CN(C1)C1=C(C=C(C=C1)B1OC(C(O1)(C)C)(C)C)F